ClC=1C=NN(C1)CC=1C=C(C=CC1OC)/C=C/C(=O)C1=C(C=C(C=C1)O)O (E)-3-[3-[(4-Chloropyrazol-1-yl)methyl]-4-methoxyphenyl]-1-(2,4-dihydroxyphenyl)prop-2-en-1-one